8-(5-Chloro-4-(trifluoromethyl)pyridin-3-yl)-9-(4-((1-(3-fluoropropyl)azetidin-3-yl)methyl)phenyl)-6,7-dihydro-5H-benzo[7]annulen ClC=1C(=C(C=NC1)C=1CCCC2=C(C1C1=CC=C(C=C1)CC1CN(C1)CCCF)C=CC=C2)C(F)(F)F